FC(S(=O)(=O)OCCC1(N=N1)CCC#C[Si](C)(C)C)(F)F 2-(3-(4-(trimethylsilyl)but-3-yn-1-yl)-3H-diazirin-3-yl)ethyl trifluoromethanesulfonate